N1C(C=CC=C1)=N 2(1H)-pyridinimine